ClC1=C(C(=NC=N1)N1CCS(CC1)(=O)=O)OC (6-chloro-5-methoxypyrimidin-4-yl)thiomorpholine 1,1-dioxide